vinyl (acrylate) C(C=C)(=O)OC=C